N-[(3-chlorophenyl)methyl]-1-[5-(pyridin-4-yl)-1H-pyrazole-3-carbonyl]piperidine-4-carboxamide ClC=1C=C(C=CC1)CNC(=O)C1CCN(CC1)C(=O)C1=NNC(=C1)C1=CC=NC=C1